2-(4-cyclopentyl-1H-pyrazol-1-yl)propanoic acid C1(CCCC1)C=1C=NN(C1)C(C(=O)O)C